OC(C)(C)C1=CC=CC=2C=3N(C=NC12)N=C(N3)C=3C=NN(C3)C 7-(2-hydroxypropan-2-yl)-2-(1-methyl-1H-pyrazol-4-yl)[1,2,4]triazolo[1,5-c]quinazolin